C(C)(C)(C)OC(=O)N1C(=CC=2N=C(SC21)C2CCC1(OCCO1)CC2)C=2C(=CC=1N(C2)N=CN1)C 5-(7-methyl-[1,2,4]triazolo[1,5-a]pyridin-6-yl)-2-(1,4-dioxaspiro[4.5]decan-8-yl)-4H-pyrrolo[3,2-d]thiazole-4-carboxylic acid tert-butyl ester